BrC1=C(C=CC(=C1)F)C(C)(C)O 2-(2-bromo-4-fluorophenyl)propane-2-ol